C(CCCCCCCCCCCC)(=O)[O-] Tridecanoate